4-(tert-butyl)-N-(6-(3,4-dimethoxyphenyl)-5-(2-trityl-2H-tetrazol-5-yl)pyridin-3-yl)cyclohexane-1-carboxamide C(C)(C)(C)C1CCC(CC1)C(=O)NC=1C=NC(=C(C1)C=1N=NN(N1)C(C1=CC=CC=C1)(C1=CC=CC=C1)C1=CC=CC=C1)C1=CC(=C(C=C1)OC)OC